N-[3-fluoro-5-(1,1,2,2,3,3,3-heptafluoropropyl)pyridin-2-yl]-2-iodo-5-nitrobenzamide FC=1C(=NC=C(C1)C(C(C(F)(F)F)(F)F)(F)F)NC(C1=C(C=CC(=C1)[N+](=O)[O-])I)=O